C(C1=CC=CC=C1)OC(CC1(N(CC1)C(=O)OC(C)(C)C)C(N)=O)=O tert-butyl 2-(2-benzyloxy-2-oxo-ethyl)-2-carbamoyl-azetidine-1-carboxylate